C(C1=C(C(=CC(=C1)C(CC(C)(C)C)(C)C)N1N=C2C(=N1)C=CC=C2)O)C2=C(C(=CC(=C2)C(CC(C)(C)C)(C)C)N2N=C1C(=N2)C=CC=C1)O 2,2'-Methylen-bis-(6-(2H-benzotriazol-2-yl)-4-(1,1,3,3-tetramethylbutyl)-phenol)